C(CCCCCCCCCCCCCCC)(=O)OCCCCCCCC\C=C/CCCCCC palmitoleyl palmitate